F[C@@]1(COCC2=CC=C(C=C12)C(=O)O)C (4S)-4-fluoro-4-methyl-isochroman-6-carboxylic acid